The molecule is an indane derivative in which the indane skeleton is substituted by geminal methyl groups at C-1, by single methyl groups at C-2 and C-6, by an isopropyl group at C-3 and by an acetyl group at C-6. It is a constituent of musk odorant. It has a role as an odorant receptor agonist and a fragrance. It is a member of indanes, a methyl ketone and an aromatic ketone. CC1C(C2=C(C1(C)C)C=C(C(=C2)C(=O)C)C)C(C)C